5-oxo-11,11a-dihydro-1H,3H-spiro[benzo[e]pyrrolo[1,2-a][1,4]diazepin-2,1'-cyclopropane]-10(5H)-carboxylic acid allyl ester C(C=C)OC(=O)N1CC2N(C(C3=C1C=CC=C3)=O)CC3(CC3)C2